(R)-3-(4-(2-(4-((S)-3-chloro-2-hydroxypropoxy)-3-methylphenyl)propan-2-yl)-2-methylphenoxy)propane-1,2-diol ClC[C@H](COC1=C(C=C(C=C1)C(C)(C)C1=CC(=C(OC[C@@H](CO)O)C=C1)C)C)O